NC1=NN(C=C1CC)CC#N 2-(3-Amino-4-ethyl-pyrazol-1-yl)acetonitrile